(2-hydroxyethyl)-pyrrolidine OCCN1CCCC1